N-(3,4-dichlorobenzyl)maleimide ClC=1C=C(CN2C(C=CC2=O)=O)C=CC1Cl